tert-butyl (R)-3-(1-hydroxy-2-methylpropan-2-yl)pyrrolidine-1-carboxylate OCC(C)(C)[C@@H]1CN(CC1)C(=O)OC(C)(C)C